ClC1=C(C=CC=C1Cl)[C@@H]1N(OCC1)C1=CC(=NC=N1)NC=1C(=CC(=C(C1)NC(C=C)=O)N1[C@@H]2CN([C@H](C1)C2)CC)OC N-(5-((6-((R)-3-(2,3-dichlorophenyl)isoxazolidine-2-yl)pyrimidine-4-yl)amino)-2-((1S,4S)-5-ethyl-2,5-diazabicyclo[2.2.1]heptane-2-yl)-4-methoxyphenyl)acrylamide